bis-{[4-(1-carbamimidoyl-azetidin-3-yloxy)-phenyl]-amide} trifluoroacetate FC(C(=O)[O-])(F)F.C(N)(=N)N1CC(C1)OC1=CC=C(C=C1)[NH-].C(N)(=N)N1CC(C1)OC1=CC=C(C=C1)[NH-]